3-bromo-3'-chloro-[1,1'-biphenyl]-2-amine BrC1=C(C(=CC=C1)C1=CC(=CC=C1)Cl)N